3-methyltrideca-1-yn CC(C#C)CCCCCCCCCC